benzyl tert-butyl (1-methyl-1H-pyrazole-3,5-diyl)dicarbamate CN1N=C(C=C1NC(OC(C)(C)C)=O)NC(OCC1=CC=CC=C1)=O